4-(7-bromo-2-(methylthio)pyrazolo[1,5-a][1,3,5]triazin-4-yl)morpholine BrC1=NN2C(N=C(N=C2N2CCOCC2)SC)=C1